4-(4-chlorophenyl)-6-(4-methoxypiperidin-1-yl)-2-(pyridin-3-yl)pyrimidine ClC1=CC=C(C=C1)C1=NC(=NC(=C1)N1CCC(CC1)OC)C=1C=NC=CC1